(S)-(6,7-dichloro-1-methyl-1,3,4,5-tetrahydro-2H-pyrido[4,3-b]indol-2-yl)(4-methoxypyrimidin-2-yl)methanone ClC1=C(C=CC=2C3=C(NC12)CCN([C@H]3C)C(=O)C3=NC=CC(=N3)OC)Cl